(4Z)-4-tridecen CCC\C=C/CCCCCCCC